F[C@H]1C[C@H](N2N=C(N=C21)C(=O)C2CC21CCC1)C1=CC=CC=C1 [(5S,7S)-7-Fluoro-5-phenyl-6,7-dihydro-5H-pyrrolo[1,2-b][1,2,4]triazol-2-yl]-spiro[2.3]hexan-2-yl-methanon